C1=CC=CC=2C3=CC=CC=C3N(C12)C=1C=C(C=CC1)C=1C2=C(N=CN1)C1=C(O2)C=CC(=C1)C1=CC(=CC=C1)N1C2=CC=CC=C2C=2C=CC=CC12 4,8-bis[3-(9H-carbazol-9-yl)phenyl]benzofuro[3,2-d]pyrimidine